8'-chloro-1'-[4-(pyridin-2-yl)piperazin-1-yl]-4'H,6'H-spiro[1,3-dioxolan-2,5'-[1,2,4]triazolo[4,3-a][1]benzazepine] ClC=1C=CC2=C(CC3(CC=4N2C(=NN4)N4CCN(CC4)C4=NC=CC=C4)OCCO3)C1